N-(2-bromo-5-(trifluoromethyl)-benzyl)-6-meth-oxy-2-methyl-pyridin-3-amine BrC1=C(CNC=2C(=NC(=CC2)OC)C)C=C(C=C1)C(F)(F)F